phenanthryl-trimethoxysilane C1(=CC=CC=2C3=CC=CC=C3C=CC12)[Si](OC)(OC)OC